oleyl-1,3-propylenediamine C(CCCCCCC\C=C/CCCCCCCC)NCCCN